tert-butyl (2-chloro-4-fluoro-3-iodophenyl)((3-(methoxymethyl)azetidin-1-yl)sulfonyl)carbamate ClC1=C(C=CC(=C1I)F)N(C(OC(C)(C)C)=O)S(=O)(=O)N1CC(C1)COC